heptanol acetate C(C)(=O)OCCCCCCC